2-((1-(3,6-dimethyl-2-morpholino-4-oxo-3,4-dihydroquinazolin-8-yl)ethyl)amino)-5-methylbenzoic acid CN1C(=NC2=C(C=C(C=C2C1=O)C)C(C)NC1=C(C(=O)O)C=C(C=C1)C)N1CCOCC1